2-(azetidin-1-yl)-6-methoxy-7-(3-(pyrrolidin-1-yl)prop-1-yn-1-yl)-N-(tetrahydro-2H-pyran-4-yl)quinazolin-4-amine N1(CCC1)C1=NC2=CC(=C(C=C2C(=N1)NC1CCOCC1)OC)C#CCN1CCCC1